FC(C=1C=NC(=NC1)N1CCC(CC1)CCOC=1NC=C2C=CC=CC12)(F)F (2-(1-(5-(trifluoromethyl)pyrimidin-2-yl)piperidin-4-yl)ethoxy)isoindole